C(C1=CC=CC=C1)OC1=C(C(=C2C[C@@H](N(C2=C1)C(=O)OC(C)(C)C)CN(CCC(C)(C)C)C(=O)OC(C)(C)C)F)N1S(NC(C1)=O)(=O)=O tert-butyl (2R)-6-(benzyloxy)-2-{[(tert-butoxycarbonyl)(3,3-dimethylbutyl)amino]methyl}-4-fluoro-5-(1,1,4-trioxo-1λ6,2,5-thiadiazolidin-2-yl)-2,3-dihydro-1H-indole-1-carboxylate